NC1=C(C=C(C=C1)N)OC 1,4-diamino-2-methoxybenzene